N-[(S)-2-amino-1-methyl-ethyl]-3-fluoro-N-(2-fluoro-ethyl)-2-[1,2,3]Triazol-2-yl-benzamide NC[C@H](C)N(C(C1=C(C(=CC=C1)F)N1N=CC=N1)=O)CCF